{6-[1-(methylsulfonyl)azetidin-3-yl]-5,6,7,8-tetrahydro-1H-pyrrolo[2,3-g]isoquinolin-2-yl}methanone CS(=O)(=O)N1CC(C1)N1CC=2C=C3C(=CC2CC1)NC(=C3)C=O